methyl 1-acetyl-9H-pyrido[3,4-b]indole-3-carboxylate C(C)(=O)C1=NC(=CC2=C1NC1=CC=CC=C21)C(=O)OC